C(CCCCCC(C)(C)C)(=O)[O-].C(CCCCCCC)[Sn+2]CCCCCCCC.C(CCCCCC(C)(C)C)(=O)[O-] dioctyltin neodecanoate